C(C=C)C1=C(C=CC(=C1)F)N1CN(C(C2=CC(=CC=C12)C(F)(F)F)=O)C=1C(=NC(=CC1)OC)CC=C (2-allyl-4-fluorophenyl)-3-(2-allyl-6-methoxypyridin-3-yl)-6-(trifluoromethyl)-2,3-dihydro-quinazolin-4(1H)-one